N1=CC=C(C=C1)NC(=O)NC1=C(C=C(C=C1Cl)Cl)Cl N-(4-Pyridyl)-N'-(2,4,6-trichlorophenyl)urea